N[C@H](C)C=1C=C(C=CC1)C1=CC(=CC(=C1)N1CCOC2(CC2)C1)COC1=C(C=CC=C1)CC(=O)O (R)-2-(2-((3'-(1-aminoethyl)-5-(4-oxa-7-azaspiro[2.5]octan-7-yl)-[1,1'-biphenyl]-3-yl)methoxy)phenyl)acetic acid